1H-1,2,3-benzotriazol-1-ol N1(N=NC2=C1C=CC=C2)O